ClC=1C(=NC=NC1NC1CC1)OC1=C(C=C(C=C1)C1=NN(C(=C1C(=O)N)C(F)(F)F)C1=CC=CC=C1)F (4-((5-chloro-6-(cyclopropylamino)pyrimidin-4-yl)oxy)-3-fluorophenyl)-1-phenyl-5-(trifluoromethyl)-1H-pyrazole-4-carboxamide